FC(CN1C(=NC=2C1=NC(=CC2)C=2C=CN1N=C(N=C(C12)[2H])NC1CCC(CC1)(O)C)C)F (1r,4r)-4-((5-(3-(2,2-Difluoroethyl)-2-methyl-3H-imidazo[4,5-b]pyridin-5-yl)pyrrolo[2,1-f][1,2,4]triazin-2-yl-4-d)amino)-1-methylcyclohexan-1-ol